7-chloro-5-(2'-chlorophenyl)1,3-dihydro-3-hydroxy-2H-1,4-benzo-diazepin-2-one ClC=1C=CC2=C(C(=NC(C(N2)=O)O)C2=C(C=CC=C2)Cl)C1